(S)-2-(6-(2-(2-(2-(2-azidoethoxy)ethoxy)ethoxy)ethoxy)-2-chloronicotinamido)-3-(4-(5-methoxy-2-methyl-3-oxo-2,3-dihydropyridazin-4-yl)phenyl)propanoic acid N(=[N+]=[N-])CCOCCOCCOCCOC1=NC(=C(C(=O)N[C@H](C(=O)O)CC2=CC=C(C=C2)C=2C(N(N=CC2OC)C)=O)C=C1)Cl